C(#N)CCC1=CC=2C3=C(C=NC2C(=C1C1=CC(=CC2=CC=CC=C12)OCOC)F)NC(CN3C3C1CN(C3C1)C(=O)OC(C)(C)C)=O tert-Butyl (endo)-5-(9-(2-cyanoethyl)-7-fluoro-8-(3-(methoxymethoxy)naphthalen-1-yl)-3-oxo-3,4-dihydropyrazino[2,3-c]quinolin-1(2H)-yl)-2-azabicyclo[2.1.1]hexane-2-carboxylate